ethyl 2-formyl-5-((4-methylthiazol-5-yl)methoxy)benzofuran-3-carboxylate C(=O)C=1OC2=C(C1C(=O)OCC)C=C(C=C2)OCC2=C(N=CS2)C